[N+](=O)([O-])[O-].[Fe+2].[N+](=O)([O-])[O-] iron nitrate